N-((2S)-1,1-dicyclopropyl-3-((2-fluoro-4-(1-morpholino-2-oxo-2-((2,2,2-trifluoroethyl)amino)ethyl)phenyl)amino)-3-oxopropan-2-yl)-1-isopropyl-1H-pyrazole-5-carboxamide C1(CC1)C([C@@H](C(=O)NC1=C(C=C(C=C1)C(C(NCC(F)(F)F)=O)N1CCOCC1)F)NC(=O)C1=CC=NN1C(C)C)C1CC1